CN1[C@@H](CCC1)COC1=NC2=CC(=CC=C2C=C1CC#N)C1=CC=CC=2CCCCC12 (((S)-1-methylpyrrolidin-2-yl)methoxy)-7-(5,6,7,8-tetrahydronaphthalen-1-yl)quinoline-3-acetonitrile